C(=C)C1=CC2=C(N=N1)OC1=C(O2)C=CC=C1 3-Vinylbenzo[5,6][1,4]dioxino[2,3-c]pyridazine